1-[5-(3-chloro-4-cyclopropyl-phenyl)-7-methyl-indan-1-yl]-3-methyl-azetidin-3-ol ClC=1C=C(C=CC1C1CC1)C=1C=C2CCC(C2=C(C1)C)N1CC(C1)(O)C